tert-butyldimethyl-((4-(4,4,5,5-tetramethyl-1,3,2-dioxaborolan-2-yl)but-3-en-1-yl)oxy)silane C(C)(C)(C)[Si](OCCC=CB1OC(C(O1)(C)C)(C)C)(C)C